1-(7,8-dihydrobenzofuro[4,5-d]thiazol-2-yl)-5-ethynylimidazolidin-2-one N1=C(SC2=C1C=1CCOC1C=C2)N2C(NCC2C#C)=O